The molecule is the organophosphate oxoanion of overall charge -4 being the major microspecies of undecaprenyldiphospho-N-acetyl-(N-acetylglucosaminyl)muramoyl-L-alanyl-D-gamma-glutamyl-meso-2,6-diaminopimeloyl-D-alanyl-D-alanine present at pH 7.3. It is a conjugate base of an undecaprenyldiphospho-N-acetyl-(N-acetylglucosaminyl)muramoyl-L-alanyl-D-gamma-glutamyl-meso-2,6-diaminopimeloyl-D-alanyl-D-alanine. C[C@@H](C(=O)N[C@H](CCC(=O)N[C@@H](CCC[C@H](C(=O)[O-])[NH3+])C(=O)N[C@H](C)C(=O)N[C@H](C)C(=O)[O-])C(=O)[O-])NC(=O)[C@@H](C)O[C@@H]1[C@H]([C@H](O[C@@H]([C@H]1O[C@H]2[C@@H]([C@H]([C@@H]([C@H](O2)CO)O)O)NC(=O)C)CO)OP(=O)([O-])OP(=O)([O-])OC/C=C(/C)\\CC/C=C(/C)\\CC/C=C(/C)\\CC/C=C(/C)\\CC/C=C(/C)\\CC/C=C(/C)\\CC/C=C(/C)\\CC/C=C(/C)\\CC/C=C(\\C)/CC/C=C(\\C)/CCC=C(C)C)NC(=O)C